COC=1C=CC=2C(N1)=CN(N2)C21CC(C2)(C1)N 3-(5-methoxy-2H-pyrazolo[4,3-b]pyridin-2-yl)bicyclo[1.1.1]pentan-1-amine